[1,4]Dioxane-6-formaldehyde O1CCOCC1C=O